C(C)OC1=C(C=C(CN2C(N(C3=CC=C(C=C3C2=O)OCCO)C2CCN(CC2)C=O)=O)C=C1)OC 4-[3-(4-ethoxy-3-methoxybenzyl)-6-(2-hydroxyethoxy)-2,4-dioxo-3,4-dihydroquinazolin-1(2H)-yl]piperidine-1-carbaldehyde